ClC=1C(=NC(=NC1C)N1CC2(C1)CNCC2)N[C@H](C)C2=C(C=C(C=C2)Cl)Cl (R)-5-chloro-N-(1-(2,4-dichlorophenyl)ethyl)-6-methyl-2-(2,6-diazaspiro[3.4]octane-2-yl)pyrimidin-4-amine